N'-cyano-4-fluoro-N-((1,2,3,5,6,7-hexahydro-s-indacen-4-yl)carbamoyl)-3-(2-hydroxypropan-2-yl)benzenesulfonimidamide C(#N)N=S(=O)(NC(NC1=C2CCCC2=CC=2CCCC12)=O)C1=CC(=C(C=C1)F)C(C)(C)O